C(CCC)C1=C(C=CC=C1)SC1=CC=CC=C1 (butylphenyl)-phenyl sulfide